C(C)(=O)OCNC(CNC(CNC(CNC(CNC(OC)=O)=O)=O)=O)=O 3,6,9,12,15-pentaoxo-2-oxa-4,7,10,13,16-pentaazaheptadecan-17-yl acetate